BrC1=C(C=NN1C(F)F)CO (5-bromo-1-(difluoromethyl)-1H-pyrazol-4-yl)methanol